6-(2-((2-cyclopropyl-2,2-difluoroethyl)amino)-7H-pyrrolo[2,3-d]pyrimidin-5-yl)-N-(2,2-difluoroethyl)imidazo[1,2-a]pyridine-3-carboxamide C1(CC1)C(CNC=1N=CC2=C(N1)NC=C2C=2C=CC=1N(C2)C(=CN1)C(=O)NCC(F)F)(F)F